OC1=C(C=CC(=C1)C(F)(F)F)C1=NN=C(C2=CC=CC=C12)N[C@H]1[C@@H](CCCC1)NC([O-])=O [(1R,2R)-2-({4-[2-hydroxy-4-(trifluoromethyl)phenyl]phthalazin-1-yl}amino)cyclohexyl]carbamate